NC1=CC=CC(=N1)S(=O)(=O)NC(=O)C=1C(=NC(=CC1)C=1C=NC(=CC1)N(C)CC(C)C)N1C(CC(C1)C)(C)C N-[(6-amino-2-pyridyl)sulfonyl]-6-[6-[isobutyl(methyl)amino]-3-pyridyl]-2-(2,2,4-trimethylpyrrolidin-1-yl)pyridine-3-carboxamide